methyl 3-[[1-(2,2,2-trifluoroethyl)piperidin-4-yl]methyl]-1,2-oxazole-5-carboxylate FC(CN1CCC(CC1)CC1=NOC(=C1)C(=O)OC)(F)F